N-butyl-para-aminobenzoic acid C(CCC)NC1=CC=C(C(=O)O)C=C1